methyl 3-(2-chloro-5-(3,5-dimethyl-2,6-dioxo-4-thioxo-1,3,5-triazin-1-yl)-4-fluorophenyl)-6-fluoro-5,6-dihydro-4H-1,2-oxazine-6-carboxylate ClC1=C(C=C(C(=C1)F)N1C(N(C(N(C1=O)C)=S)C)=O)C1=NOC(CC1)(C(=O)OC)F